2-((1-(benzyloxy)-3-fluoropropane-2-yl)oxy)tetrahydro-2H-pyran C(C1=CC=CC=C1)OCC(CF)OC1OCCCC1